FC1(CCC(CC1)C1(C=CN=C2N1NC=C2C(=O)N)C(=O)N)F 7-(4,4-difluorocyclohexyl)pyrazolo[1,5-a]pyrimidine-3,7-dicarboxamide